ClC=1C=CC(=C(C1)N1CC(N(CC1=O)C(C(=O)NC1=CC2=CN(N=C2C=C1)C)CC1=CC=CC=C1)=O)N1N=NC(=C1)C(F)(F)F 2-(4-(5-chloro-2-(4-(trifluoromethyl)-1H-1,2,3-triazol-1-yl)phenyl)-2,5-dioxopiperazin-1-yl)-N-(2-methyl-2H-indazol-5-yl)-3-phenylpropanamide